C1(CCCCC1)C1=C(C=CC=C1)C1=NC(=NC=C1)N 4-[2-(cyclohexyl)phenyl]Pyrimidine-2-amine